(2R,3R,4S,5R,6R)-6-((1-oxa-2-azaspiro[4.4]non-2-en-3-yl)methyl)-2-(hydroxymethyl)-5-methoxy-4-(4-(3,4,5-trifluorophenyl)-1H-1,2,3-triazol-1-yl)tetrahydro-2H-pyran-3-ol O1N=C(CC12CCCC2)C[C@@H]2[C@@H]([C@H]([C@H]([C@H](O2)CO)O)N2N=NC(=C2)C2=CC(=C(C(=C2)F)F)F)OC